5-(4-(Azetidin-3-yloxy)piperidin-1-yl)-2-(2,6-dioxopiperidin-3-yl)isoindoline-1,3-dione-5-d N1CC(C1)OC1CCN(CC1)C1(CC=2C(N(C(C2C=C1)=O)C1C(NC(CC1)=O)=O)=O)[2H]